Cl[Ni]Cl dichloronickel(II)